CO\N=C(\COC1=C(C(=NN1C)C(F)(F)F)F)/C1=C(C=C(C=C1)Cl)Cl (E)-1-(2,4-dichlorophenyl)-2-((4-fluoro-1-methyl-3-(trifluoromethyl)-1H-pyrazol-5-yl)oxy)ethan-1-one-O-methyl oxime